(3-((2-(4-cyanophenyl)-5-(trifluoromethyl)-7-azaindol-4-yl)amino)-2-methylpropyl)cyclobutyl-carboxamide C(#N)C1=CC=C(C=C1)C=1NC2=NC=C(C(=C2C1)NCC(CNC(=O)C1CCC1)C)C(F)(F)F